C1CC12CN(CC2)C2=CN=CC(=N2)C=2N=NN(C2)C2(COC2)C2=CC=C(C=N2)N2C[C@@H](CCC2)NCC2CC2 (R)-1-(6-(3-(4-(6-(5-azaspiro[2.4]heptan-5-yl)pyrazin-2-yl)-1H-1,2,3-triazol-1-yl)oxetan-3-yl)pyridin-3-yl)-N-(cyclopropylmethyl)piperidin-3-amine